C1(=CC=C(C=C1)SC1=NC(=NC2=CC=C(C=C12)C)C(F)(F)F)C1=CC=CC=C1 ([1,1'-biphenyl]-4-ylsulfanyl)-6-methyl-2-(trifluoromethyl)quinazoline